4,4'-[1,3-phenylene-bis(1-methylethylene)]bis-aniline C1(=CC(=CC=C1)C(CC1=CC=C(N)C=C1)C)C(CC1=CC=C(N)C=C1)C